4-(3-(7-chloro-3,4-dihydro-2H-benzo[b][1,4]thiazin-6-yl)-1,4-oxazepan-4-yl)-6-methylpyridin-2-amine ClC=1C(=CC2=C(SCCN2)C1)C1COCCCN1C1=CC(=NC(=C1)C)N